1-dodecyl-1-methylpyrrolidinium acetate C(C)(=O)[O-].C(CCCCCCCCCCC)[N+]1(CCCC1)C